(2-(4-methoxynaphthalen-1-yl)-2-oxoethyl)dimethylsulfonium tetrakis(pentafluorophenyl)borate FC1=C(C(=C(C(=C1[B-](C1=C(C(=C(C(=C1F)F)F)F)F)(C1=C(C(=C(C(=C1F)F)F)F)F)C1=C(C(=C(C(=C1F)F)F)F)F)F)F)F)F.COC1=CC=C(C2=CC=CC=C12)C(C[S+](C)C)=O